C(C)(C)(C)OC(=O)N1C=CC2=C(C(=CC(=C12)C)OC)CN1[C@@H](CC(CC1)C=1SC(=CC1)Cl)C1=CC=C(C=C1)C(=O)OC (S)-5-methoxy-4-((2-(4-(methoxycarbonyl)phenyl)-4-(5-chlorothien-2-yl)piperidin-1-yl)methyl)-7-methyl-1H-indole-1-carboxylic acid tert-butyl ester